2-methoxy-5-[(Z)-2-(3,4,5-trimethoxyphenyl)ethenyl]aniline COC1=C(N)C=C(C=C1)\C=C/C1=CC(=C(C(=C1)OC)OC)OC